FC1(C[C@]12CN(CC2)C=2N=CC(=C1C=C(N=CC21)NC2=NC(=NC=C2)N2C[C@]([C@@H](CC2)O)(C)F)C(C)C)F (3S,4R)-1-(4-((8-((R)-1,1-difluoro-5-azaspiro[2.4]heptan-5-yl)-5-isopropyl-2,7-naphthyridin-3-yl)amino)pyrimidin-2-yl)-3-fluoro-3-methylpiperidin-4-ol